(RS)-5-(4-[(6-hydroxy-2,5,7,8-tetramethylchroman-2-yl)methoxy]benzyl)thiazolidine-2,4-dione OC=1C(=C2CCC(OC2=C(C1C)C)(C)COC1=CC=C(C[C@@H]2C(NC(S2)=O)=O)C=C1)C |r|